4-azido-3,5-difluorobenzyl bromide N(=[N+]=[N-])C1=C(C=C(CBr)C=C1F)F